2-(3-cyano-phenyl)-5-trifluoromethyl-2H-pyrazole-3-carboxylic acid {3-[(cyclopropylmethyl-amino)-phenanthren-9-yl-methyl]-phenyl}-amide C1(CC1)CNC(C=1C=C(C=CC1)NC(=O)C=1N(N=C(C1)C(F)(F)F)C1=CC(=CC=C1)C#N)C=1C2=CC=CC=C2C=2C=CC=CC2C1